N-(p-trifluoromethoxyphenyl)benzamide (2R)-1-(benzyloxy)-3-(4-tert-butylphenyl)-1-oxopropan-2-yl-(2S)-2-[[(tert-butoxy)carbonyl](methyl)amino]-4-fluoro-4-methylpentanoate C(C1=CC=CC=C1)OC([C@@H](CC1=CC=C(C=C1)C(C)(C)C)OC([C@H](CC(C)(C)F)N(C)C(=O)OC(C)(C)C)=O)=O.FC(OC1=CC=C(C=C1)NC(C1=CC=CC=C1)=O)(F)F